(S)-8'-(difluoromethoxy)-6'-(trifluoromethyl)-3'H-spiro[chroman-4,2'-imidazo[1,2-a]pyridine]-8-carbaldehyde FC(OC=1C=2N(C=C(C1)C(F)(F)F)C[C@]1(N2)CCOC2=C(C=CC=C21)C=O)F